C(C1=CC=CC=C1)OC1=NN(C=C1)C1=CC(=C(CC2=NC3=C(N2CCOC)C=C(C=C3)C(=O)OC)C=C1)F Methyl 2-(4-(3-(benzyloxy)-1H-pyrazol-1-yl)-2-fluorobenzyl)-1-(2-methoxyethyl)-1H-benzo[d]imidazole-6-carboxylate